4-[(2,6-Diisopropylphenoxy)methyl]1,3-dihydroimidazol-2-one C(C)(C)C1=C(OCC=2NC(NC2)=O)C(=CC=C1)C(C)C